BrCC=1C=CC2=C(OC(OC2=O)(C)C)C1 7-(bromomethyl)-2,2-dimethyl-4H-benzo[d][1,3]dioxin-4-one